azidoformic acid succinimidyl ester C1(CCC(N1OC(=O)N=[N+]=[N-])=O)=O